C(C1=CC=CC=C1)(=O)[C@@](C=O)(O)[C@@](O)([C@](O)(CO)C(C1=CC=CC=C1)=O)C(C1=CC=CC=C1)=O 2,3,4-Tribenzoyl-xylose